C(#N)C1=C(C=C2C(=NC=NC2=C1)N1C(CCCC1)CNS(=O)(=O)C)F N-((1-(7-CYANO-6-FLUOROQUINAZOLIN-4-YL)PIPERIDIN-2-YL)METHYL)METHANE-SULFONAMIDE